2-[7-[(3-Methyl-1H-indazol-6-yl)amino]-1-oxo-isoindolin-2-yl]-N-(2,2,2-trifluoroethyl)acetamide CC1=NNC2=CC(=CC=C12)NC=1C=CC=C2CN(C(C12)=O)CC(=O)NCC(F)(F)F